N=1C=C(N2C1C=CC=C2)C2N(CC1=CC(=CC=C21)C2=CC=CC=C2)C(=O)N (imidazo[1,2-a]pyridin-3-yl)-5-phenylisoindoline-2-carboxamide